C1(CCCC1)C1=CC(=NN1)NC=1C=2N(C=CN1)C(=NN2)C(C)C N-(5-cyclopentyl-1H-pyrazol-3-yl)-3-isopropyl-[1,2,4]triazolo[4,3-a]pyrazin-8-amine